C(C)OC(=O)C=1C(=NN(C1)C)I 3-iodo-1-methyl-1H-4-pyrazolecarboxylic acid ethyl ester